2-((2-ethyl-5-(2-(3-hydroxyazetidine-1-carbonyl)-2,6-diazaspiro[3.4]octane-6-yl)pyrazolo[1,5-a]pyridin-3-yl)(methyl)amino)-4-(4-fluorophenyl)thiazole-5-carbonitrile C(C)C1=NN2C(C=C(C=C2)N2CC3(CN(C3)C(=O)N3CC(C3)O)CC2)=C1N(C=1SC(=C(N1)C1=CC=C(C=C1)F)C#N)C